NC=1C2=C(N=CN1)N(C=C2)[C@H]2[C@@H]([C@@]([C@H](O2)CC2=C(C=C(C=C2)Cl)CN)(O)C)O (2R,3S,4R,5R)-5-(4-amino-7H-pyrrolo[2,3-d]pyrimidin-7-yl)-2-(2-(aminomethyl)-4-chlorobenzyl)-3-methyltetrahydrofuran-3,4-diol